FC1=C(C=CC=C1)C1=C(NC=2C1=NC=CC2)C2=C(C=NC=C2)OC[C@H]2NCCC2 3-(2-fluorophenyl)-2-(3-{[(2S)-pyrrolidin-2-yl]methoxy}pyridin-4-yl)-1H-pyrrolo[3,2-b]pyridine